BrC=1C=C(C=CC1)C1(CC1)C=1N=C(N2C1CN(CC2)C(=O)OC(C)(C)C)C(NC)=O tert-butyl 1-[1-(3-bromophenyl)cyclopropyl](methyl)carbamoyl-5H,6H,7H,8H-imidazo[1,5-a]pyrazine-7-carboxylate